CC1=C(N=C2N1C=C(C=C2)OC2=NC=C(C=C2OCC(F)(F)F)C(F)(F)F)C(=O)NC2(CCS(CC2)(=O)=O)C 3-methyl-N-(4-methyl-1,1-dioxo-thian-4-yl)-6-[[3-(2,2,2-trifluoroethoxy)-5-(trifluoromethyl)-2-pyridyl]oxy]imidazo[1,2-a]pyridine-2-carboxamide